3-hydroxyestra-1,3,5(10),9(11)-tetraene-17beta-valerate OC1=CC=2CC[C@H]3[C@@H]4CC[C@@H]([C@@]4(C)CC=C3C2C=C1)CCCCC(=O)[O-]